FC(N1N=CC(=C1C)C1=NN(C=C1N)COCC[Si](C)(C)C)F 1'-(difluoromethyl)-5'-methyl-1-((2-(trimethylsilyl)ethoxy)methyl)-1H,1'H-[3,4'-bipyrazol]-4-amine